5-((4,6-difluoro-5-(4'-((2-oxo-4-(2,2,2-trifluoroethyl)piperazin-1-yl)methyl)-[1,1'-biphenyl]-4-yl)-1H-benzo[d]imidazol-2-yl)oxy)-2-methylbenzoic acid FC1=C(C(=CC=2NC(=NC21)OC=2C=CC(=C(C(=O)O)C2)C)F)C2=CC=C(C=C2)C2=CC=C(C=C2)CN2C(CN(CC2)CC(F)(F)F)=O